6-acetamido-2-((1E,3E)-3-(6-acetamido-3-methylbenzo[d]thiazol-2(3H)-ylidene)prop-1-en-1-yl)-3-methylbenzo[d]thiazol-3-ium iodide [I-].C(C)(=O)NC1=CC2=C([N+](=C(S2)\C=C\C=C/2\SC3=C(N2C)C=CC(=C3)NC(C)=O)C)C=C1